2-[4-[4-(2-hydroxyethoxy)-3,5-bis(naphthalen-1-yl)phenyl]sulfonyl-2,6-bis(naphthalen-1-yl)-phenoxy]ethanol OCCOC1=C(C=C(C=C1C1=CC=CC2=CC=CC=C12)S(=O)(=O)C1=CC(=C(OCCO)C(=C1)C1=CC=CC2=CC=CC=C12)C1=CC=CC2=CC=CC=C12)C1=CC=CC2=CC=CC=C12